rel-(2R,3S,4S,5R)-3-(3,4-difluoro-2-methoxyphenyl)-N-(1,1-dihydroxy-4H-benzo[e][1,2,4]thiadiazin-7-yl)-4,5-dimethyl-5-(trifluoromethyl)tetrahydrofuran-2-carboxamide FC=1C(=C(C=CC1F)[C@H]1[C@@H](O[C@]([C@H]1C)(C(F)(F)F)C)C(=O)NC1=CC2=C(NC=NS2(O)O)C=C1)OC |o1:8,9,11,12|